(S)-N-(4-cyclopropyl-2-fluoro-phenyl)-3-(4-fluoro-phenyl)-2-{(R)-4-[4-(2-hydroxy-1-hydroxymethyl-ethoxy)-phenyl]-2,5-dioxo-imidazolin-1-yl}-propionamide C1(CC1)C1=CC(=C(C=C1)NC([C@H](CC1=CC=C(C=C1)F)N1C(N[C@@H](C1=O)C1=CC=C(C=C1)OC(CO)CO)=O)=O)F